(S)-quinuclidin-3-yl (6-(4-(trifluoromethyl)phenyl)-2,3-dihydro-1H-inden-1-yl)carbamat FC(C1=CC=C(C=C1)C1=CC=C2CCC(C2=C1)NC(O[C@@H]1CN2CCC1CC2)=O)(F)F